1-[5-chloro-2-(4-methyl-1,4-diazepan-1-yl)pyrimidin-4-yl]-N-(1-{imidazo[1,2-a]pyridin-3-yl}ethyl)azetidine-3-carboxamide ClC=1C(=NC(=NC1)N1CCN(CCC1)C)N1CC(C1)C(=O)NC(C)C1=CN=C2N1C=CC=C2